(5-methyl-2,2-dimethyl-1,3-dioxane-5-yl) methyl-2-bromo-2-methylpropionate CCC(C(=O)OC1(COC(OC1)(C)C)C)(C)Br